FC(C)(F)C1=NN2C(S1)=NC(=C2)C2=CC=1C(=NC=CC1O2)OCC=2N=C(SC2)C2=CC=CC=C2 (2-(1,1-difluoroethyl)imidazo[2,1-b][1,3,4]thiadiazol-6-yl)-4-((2-phenylthiazol-4-yl)methoxy)furo[3,2-c]pyridine